3-hydroxy-2,11-dimethoxy-1,2,3,4,4a,5,7,8,13,13b,14,14a-dodecahydroindolo[2',3':3,4]pyrido[1,2-b]isoquinoline-1-carboxylic acid OC1C(C(C2CC3N(CC2C1)CCC1=C3NC3=CC(=CC=C31)OC)C(=O)O)OC